N=1CC=CC1 2H-azole